N-(4-(3-amino-1-ethyl-6-(1-isobutyrylpiperidin-4-yl)-1H-indazol-4-yl)phenyl)-1-isopropyl-2,4-dioxo-3-(pyridin-2-yl)-1,2,3,4-tetrahydropyrimidine-5-carboxamide NC1=NN(C2=CC(=CC(=C12)C1=CC=C(C=C1)NC(=O)C=1C(N(C(N(C1)C(C)C)=O)C1=NC=CC=C1)=O)C1CCN(CC1)C(C(C)C)=O)CC